(S)-quinuclidin-3-yl (7-benzyl-3,3-dimethylchroman-4-yl)carbamate C(C1=CC=CC=C1)C1=CC=C2C(C(COC2=C1)(C)C)NC(O[C@@H]1CN2CCC1CC2)=O